FC(N1C(=NC2=C1C=CC=C2)N2CCC(CC2)NC=2N=CC1=C(N2)N(C=C1C1=CC(=CC=C1)F)C)F N-(1-(1-(difluoromethyl)-1H-benzo[d]imidazol-2-yl)piperidin-4-yl)-5-(3-fluorophenyl)-7-methyl-7H-pyrrolo[2,3-d]pyrimidin-2-amine